FC(OC1=C(C(=CC(=C1)C)F)C=1C=2N(C(=NN1)N[C@H]1COCCC1)C=CC2)F 1-[2-(difluoromethoxy)-6-fluoro-4-methylphenyl]-N-[(3R)-oxacyclohex-3-yl]pyrrolo[1,2-d][1,2,4]triazin-4-amine